CCCC(=O)OC(C)(C)C1CCC(=CC1)C TERPINYL BUTYRATE